ClC=1C=CC(=NC1)[N+](=O)[O-] 5-chloro-2-nitropyridine